3-[[4-(2,6-Dimethylphenyl)-6-[(2R)-2-[[3-(2-methoxy-2-oxo-ethyl)cyclobutyl]amino]-4,4-dimethyl-pentoxy]pyrimidin-2-yl]sulfamoyl]benzoic acid CC1=C(C(=CC=C1)C)C1=NC(=NC(=C1)OC[C@@H](CC(C)(C)C)NC1CC(C1)CC(=O)OC)NS(=O)(=O)C=1C=C(C(=O)O)C=CC1